cyano-triazazine C(#N)C=1N=NN=NC1